CC1=C2CCN(CC2=CC=C1C1=CC=CC=C1)C(=O)NC1=CNC2=CC=CC=C12 5-methyl-N-(1H-indol-3-yl)-6-phenyl-3,4-dihydroisoquinoline-2(1H)-carboxamide